tert-butyl 2-(2-(2-isopropylphenyl)-4-phenethylpiperazin-1-yl)-7-azaspiro[3.5]nonane-7-carboxylate C(C)(C)C1=C(C=CC=C1)C1N(CCN(C1)CCC1=CC=CC=C1)C1CC2(C1)CCN(CC2)C(=O)OC(C)(C)C